Cl.[Zn].[Li] lithium zinc hydrochloride